((9H-carbazol-9-yl)methyl)-4-phenyl-4H-1,2,4-triazole-3-thiol C1=CC=CC=2C3=CC=CC=C3N(C12)CC=1N(C(=NN1)S)C1=CC=CC=C1